C(=O)[O-].ClC1=C(C=CC=[NH+]1)C=O 6-chloro-5-formylpyridinium formate